[K].C1CCC2=C(C=3CCCC3C=C12)NC(=O)NS(=O)(=O)CCCN(C)OC N-((1,2,3,5,6,7-Hexahydro-s-indacen-4-yl)carbamoyl)-3-(methoxy(methyl)amino)propane-1-sulfonamide, Potassium Salt